NC=1C(=NC(=C(N1)C1=CC=C(C=C1)F)C1=CN(C(C=C1)=O)C)C(=O)O 3-amino-5-(4-fluorophenyl)-6-(1-methyl-6-oxo-1,6-dihydropyridin-3-yl)pyrazine-2-carboxylic acid